tetraethylammonium tetraselenotungstate CC[N+](CC)(CC)CC.CC[N+](CC)(CC)CC.[Se-].[Se-].[Se]=[W]=[Se]